FC(C1=CC=C(C=C1)NC(=S)N)(F)F 1-(4'-trifluoromethylphenyl)thiourea